FC1=CC=C(C=C1)N1N=CC2=CC(=C(C=C12)C)C12CN(CC2C1CN1CCOCC1)C(=O)C1=CC=CC=C1 (1-(1-(4-fluorophenyl)-6-methyl-1H-indazol-5-yl)-6-(morpholinomethyl)-3-azabicyclo[3.1.0]hexan-3-yl)(phenyl)methanone